ClC=1C(=NC=C(C1)C(C)(F)F)N 3-Chloro-5-(1,1-difluoroethyl)pyridin-2-amine